2-(piperidin-4-yl)pyrrolidine-1-carboxylic acid (S)-tert-butyl ester C(C)(C)(C)OC(=O)N1C(CCC1)C1CCNCC1